COC=1C=2N(C=C(N1)C(=O)NC1=NC(=CC=C1)C(F)(F)F)C=C(N2)C[C@@H]2COCC2 (S)-8-methoxy-2-((tetrahydrofuran-3-yl)methyl)-N-(6-(trifluoromethyl)pyridin-2-yl)imidazo[1,2-a]pyrazine-6-carboxamide